2-amino-2'-nitrodiphenylamine C1=CC=C(C(=C1)N)NC2=CC=CC=C2[N+](=O)[O-]